N-(3-chloropyridin-2-yl)-N-(tetrahydro-2H-pyran-3-yl)benzamide ClC=1C(=NC=CC1)N(C(C1=CC=CC=C1)=O)C1COCCC1